pyrrolo[2,3-c]pyridine-2-carboxylate N1C(=CC=2C1=CN=CC2)C(=O)[O-]